CN(CC(=O)[O-])C(=O)C1[N@@](C1)C(C1=CC=CC=C1)(C1=CC=CC=C1)C1=CC=CC=C1.[Li+] lithium (R)-N-methyl-N-(1-tritylaziridine-2-carbonyl)glycinate